N-(4-(2-(4-bromophenyl)but-3-yn-2-yl)thiazol-2-yl)-3-(hydroxymethyl)azetidine-1-carboxamide BrC1=CC=C(C=C1)C(C)(C#C)C=1N=C(SC1)NC(=O)N1CC(C1)CO